2,2-dimethyl-4,4-diethylcyclobutane-1,3-diol CC1(C(C(C1O)(CC)CC)O)C